tert-Butyl 6-(4-((3-chloro-2,4-difluorophenyl)amino)pyrido[3,2-d]pyrimidin-6-yl)-1,6-diazaspiro[3.3]heptane-1-carboxylate ClC=1C(=C(C=CC1F)NC=1C2=C(N=CN1)C=CC(=N2)N2CC1(CCN1C(=O)OC(C)(C)C)C2)F